bis[2-(2-pyridinyl)phenyl]iridium (1+) N1=C(C=CC=C1)C1=C(C=CC=C1)[Ir+]C1=C(C=CC=C1)C1=NC=CC=C1